[Cl-].[Cl-].C(C)[SiH](CC)[Zr+2](C1(C(=CC=C1)C)C)C1(C(=CC=C1)C)C diethylsilyl-bis(dimethylcyclopentadienyl)zirconium dichloride